5-(4-difluoromethoxy-phenyl)-1,3,4-thiadiazole-2-amine FC(OC1=CC=C(C=C1)C1=NN=C(S1)N)F